C1(CCCCC1)NC1=NC(=NC2=CC=CC=C12)NC1=CC=C(C=C1)OCCOC N4-cyclohexyl-N2-(4-(2-methoxyethoxy)phenyl)quinazoline-2,4-diamine